(3R)-1-[5-ethoxy-7-[8-ethyl-7-fluoro-3-(methoxymethoxy)-1-naphthyl]-8-fluoro-2-methylsulfanyl-pyrido[4,3-d]pyrimidin-4-yl]-3-methyl-piperidin-3-ol C(C)OC1=NC(=C(C=2N=C(N=C(C21)N2C[C@@](CCC2)(O)C)SC)F)C2=CC(=CC1=CC=C(C(=C21)CC)F)OCOC